6-(((tert-butyldimethylsilyl)oxy)methyl)-5-methyl-3,6-dihydropyridine-1(2H)-carboxylic acid tert-butyl ester C(C)(C)(C)OC(=O)N1CCC=C(C1CO[Si](C)(C)C(C)(C)C)C